difluoromethanesulfinyl chloride FC(S(=O)Cl)F